NC=1C(=C(C=C2C=C(N=CC12)NC(OC1CN(C1)CC(C)(C)C#N)=O)C1=C(C2=C(OCCN2)N=C1)C)F 1-(2-Cyano-2-methylpropyl)azetidin-3-yl (8-amino-7-fluoro-6-(8-methyl-2,3-dihydro-1H-pyrido[2,3-b][1,4]oxazin-7-yl)isoquinolin-3-yl)carbamate